1-Phenylbutyl ((S)-1-(((S)-1-hydroxy-3-((S)-2-oxopyrrolidin-3-yl)propan-2-yl)amino)-4-methyl-1-oxopentan-2-yl)carbamate OC[C@H](C[C@H]1C(NCC1)=O)NC([C@H](CC(C)C)NC(OC(CCC)C1=CC=CC=C1)=O)=O